2-hydroxyl-3-propanesulfonic acid sodium salt [Na+].OC(C)CS(=O)(=O)[O-]